C(C1=CC=CC=C1)OC(NC1=C(C=C(C=C1)C=O)C)=O (4-FORMYL-2-METHYL-PHENYL)-CARBAMIC ACID BENZYL ESTER